C(C1=CC=CC=C1)(=O)C1(O)[C@H](O)[C@](O)([C@H](O1)C(O)C(C1=CC=CC=C1)=O)C(C1=CC=CC=C1)=O 1,3,5-tribenzoyl-D-ribofuranose